NC=1N=C(SC1C(=O)C1=CC(=NO1)C(=O)NC1(CCC1)C)N(C1=CC=C(C=C1)F)[C@@H](C(=O)N)C (R)-5-[4-amino-2-(N-(2-amino-1-methyl-2-oxo-ethyl)-4-fluoro-anilino)thiazole-5-carbonyl]-N-(1-methylcyclobutyl)isoxazole-3-carboxamide